CN(CCN(C1=C(C=C(C(=C1)OC)NC1=NC2=C(C=C(C=C2C=N1)OC1=CC=C(C=C1)F)C1=CC=CC=C1)[N+](=O)[O-])C)C N1-(2-(dimethylamino)ethyl)-N4-(6-(4-fluorophenoxy)-8-phenylquinazolin-2-yl)-5-methoxy-N1-methyl-2-nitrobenzene-1,4-diamine